[N+](=O)([O-])[O-].[Ca+2].COC=1C=C(C=CC1)C1=CC(=CO1)C(=O)NC1=NC(=NS1)CC(=C(F)F)C.[N+](=O)([O-])[O-] 5-(3-methoxyphenyl)-N-(3-(3,3-difluoro-2-methylallyl)-1,2,4-thiadiazol-5-yl)furan-3-carboxamide calcium nitrate